O1C(=CC=C1)CCCNC(=O)N1C(=NC2=C1C=C(C=C2)N2CCOCC2)OC N-(3-(Furan-2-yl)propyl)-2-methoxy-6-morpholino-1H-benzo[d]imidazole-1-carboxamide